hypoiodous acid, iodide II